(2R,3S,4R,5R,6R)-4,5-bis(benzyloxy)-6-((benzyloxy)methyl)-2-methoxy-N-methyltetrahydro-2H-pyran-3-amine C(C1=CC=CC=C1)O[C@@H]1[C@@H]([C@@H](O[C@@H]([C@@H]1OCC1=CC=CC=C1)COCC1=CC=CC=C1)OC)NC